C(CCCCCCCCCCCCCCCCC)(=O)OCCOCCOC(CCCCCCCCCCCCCCCCC)=O Diethylene glycol distearate